C1(CC1)C1=NC=NC(=C1C1=NC=2N(CC(N(C2C=N1)C([2H])([2H])[2H])=O)CC1=CC=C(C=C1)C=1N(C=C(N1)C(F)(F)F)C)OC 2-(4-cyclopropyl-6-methoxypyrimidin-5-yl)-5-(methyl-d3)-8-(4-(1-methyl-4-(trifluoromethyl)-1H-imidazol-2-yl)benzyl)-7,8-dihydropteridin-6(5H)-one